N-benzyl-2-(4-isopropoxyphenyl)-3-oxo-7-[rac-(1R)-1-(4-bromo-3-chloro-phenyl)-2,2,2-trifluoro-ethyl]-6,8-dihydro-5H-imidazo[1,5-a]pyrazine-1-carboxamide C(C1=CC=CC=C1)NC(=O)C=1N(C(N2C1CN(CC2)[C@@H](C(F)(F)F)C2=CC(=C(C=C2)Br)Cl)=O)C2=CC=C(C=C2)OC(C)C |r|